N-(1-((4-fluorophenyl)sulfonyl)-1,2,3,4-tetrahydroquinolin-7-yl)-2,3-dihydrobenzo[b][1,4]dioxin-6-sulfonamide FC1=CC=C(C=C1)S(=O)(=O)N1CCCC2=CC=C(C=C12)NS(=O)(=O)C1=CC2=C(OCCO2)C=C1